1-hexylamino-3,5-dimercaptotriazine C(CCCCC)NN1NN(CC(=C1)S)S